(3E)-9-bromo-3-nonen-1-ol BrCCCCC/C=C/CCO